COC=1C(=C2C=CN(C2=C(C1)C)C(=O)OCCCC)CN1C(CN(CC1)CCC(F)(F)F)C1=CC(=C(C=C1)C(=O)OC)NC Butyl 5-methoxy-4-((2-(4-(methoxycarbonyl)-3-(methylamino)phenyl)-4-(3,3,3-trifluoropropyl)piperazin-1-yl)methyl)-7-methyl-1H-indole-1-carboxylate